C1(C=CC=C1)[Y](C1C=CC=C1)C1C=CC=C1.[Y] yttrium tris(cyclopentadienyl)yttrium